1-oxoindane-4-carboxylic ACID O=C1CCC=2C(=CC=CC12)C(=O)O